ClC=1C(=C(C=CC1C1=CC=CC=C1)CNS(=O)C(C)(C)C)SC1=NC=CC=C1CO N-[(3-chloro-2-{[3-(hydroxymethyl)pyridin-2-yl]sulfanyl}-4-phenylphenyl)methyl]-2-methylpropane-2-sulfinamide